1-[3-fluoro-4-(4-{2-[3-(trifluoromethoxy)phenyl]acetamido}-1H-1,2,3-triazol-1-yl)butyl]-N-{[4-(trifluoromethyl)pyridin-2-yl]methyl}-1H-1,2,3-triazole-4-carboxamide FC(CCN1N=NC(=C1)C(=O)NCC1=NC=CC(=C1)C(F)(F)F)CN1N=NC(=C1)NC(CC1=CC(=CC=C1)OC(F)(F)F)=O